O1CC[C@@H](C2=CC=CC=C12)NC(=O)C1=CC2=C(N=C(S2)N2CCN(CC2)CC)C=C1C (S)-N-(chroman-4-yl)-2-(4-ethylpiperazin-1-yl)-5-methylbenzo[d]Thiazole-6-Formamide